CC(CCCC(=C)C=C)C=O myrcenal